C(C)(=O)O[C@H]1[C@@H](O[C@@H]([C@H]([C@@H]1OC(C)=O)OC(C)=O)C(=O)OC)OC1=C(C=CC(=C1)[N+](=O)[O-])C(=O)OC(C)(C)C (2S,3R,4S,5S,6S)-2-(2-(tert-butoxycarbonyl)-5-nitrophenoxy)-6-(methoxycarbonyl)tetrahydro-2H-pyran-3,4,5-triyl triacetate